C(C1=CC=CC=C1)OC(=O)C1(CCC1)[C@H](C)OC benzyl-(S)-1-(1-methoxyethyl)cyclobutane-1-carboxylate